(3S)-tert-Butyl 4-(7-(2-chloro-6-fluorophenyl)-6-fluoro-1-(2-isopropyl-4-(2-(vinyloxy)ethyl)pyridin-3-yl)-2-oxo-1,2-dihydropyrido[2,3-d]pyrimidin-4-yl)-3-methylpiperazine-1-carboxylate ClC1=C(C(=CC=C1)F)C=1C(=CC2=C(N(C(N=C2N2[C@H](CN(CC2)C(=O)OC(C)(C)C)C)=O)C=2C(=NC=CC2CCOC=C)C(C)C)N1)F